C(C(C)C)OC=1C=C(C=CC1N1CCN(CC1)C)NC=1N=CC2=C(N1)N(C=C2)CC2OCCC2 N-(3-isobutoxy-4-(4-methylpiperazin-1-yl)phenyl)-7-((tetrahydrofuran-2-yl)methyl)-7H-pyrrolo[2,3-d]pyrimidin-2-amine